CC(C)(C(C)(C1=CC=CC=C1)C)NC(=O)C=1C=C2C(=NC1)N(C=C2)C N-(2,3-dimethyl-3-phenylbutan-2-yl)-1-methyl-1H-pyrrolo[2,3-b]pyridine-5-carboxamide